(3r,4r)-4-({5-ethyl-4-[4-fluoro-2-methyl-1-(propan-2-yl)-1H-benzimidazol-6-yl]pyrimidin-2-yl}amino)-1-(methanesulfonyl)piperidin-3-ol C(C)C=1C(=NC(=NC1)N[C@H]1[C@@H](CN(CC1)S(=O)(=O)C)O)C=1C=C(C2=C(N(C(=N2)C)C(C)C)C1)F